C(=C)C1=CC=C(CN2C(NC(C2=O)(C)C)=O)C=C1 3-(4-vinylbenzyl)-5,5-dimethylhydantoin